(1S,3S,5S)-N-(azetidin-3-yl)-5-methyl-2-((4-phenoxybutanoyl)glycyl)-2-azabicyclo[3.1.0]hexane-3-carboxamide N1CC(C1)NC(=O)[C@H]1N([C@H]2C[C@]2(C1)C)C(CNC(CCCOC1=CC=CC=C1)=O)=O